1,1-dimethyl-3-(2-(2-methylpyridin-4-yl)-1H-pyrrolo[3,2-c]pyridin-6-yl)urea CN(C(=O)NC1=CC2=C(C=N1)C=C(N2)C2=CC(=NC=C2)C)C